6-methyl-octadecadienoic acid CC(C=CC=CC(=O)O)CCCCCCCCCCCC